butyl bis(2-oxoethyl)carbamate O=CCN(C(OCCCC)=O)CC=O